N-(2-hydroxy-1-(3-methoxyphenyl)ethyl)-3-(pyridin-4-yl)-1,7-dihydroimidazo[4,5-f]indazole-6-carboxamide OCC(C1=CC(=CC=C1)OC)NC(=O)C=1NC2=C(C=C3C(=NNC3=C2)C2=CC=NC=C2)N1